FC1=C(C=C(C=C1)F)N1C(N(C(C1)C#N)C1=CN=CC2=CC=CC=C12)=O 1-(2,5-difluorophenyl)-3-(isoquinolin-4-yl)-2-oxoimidazoline-4-carbonitrile